C(C)C1(NC(N(C(C1)=O)CC1C(C1C)C(=O)N[C@H]1[C@@](COC2=CC=CC=C12)(C)O)=N)CC 2-[(4,4-diethyl-2-imino-6-oxo-hexahydropyrimidin-1-yl)methyl]-N-[(3R,4R)-3-hydroxy-3-methyl-chroman-4-yl]-3-methyl-cyclopropanecarboxamide